N1(C=NC=C1)CCN imidazole-1-ethanamine